FC=1C(=NC=CC1C)NC1=NN2C(C=C(C=C2)C2=C(C=NC(=C2)C)OCC(C)(O)C)=C1 1-[[4-[2-[(3-fluoro-4-methyl-2-pyridyl)amino]pyrazolo[1,5-a]pyridin-5-yl]-6-methyl-3-pyridyl]oxy]-2-methyl-propan-2-ol